4-(((R)-5-(tert-butoxy)-2-cyano-5-oxopentan-2-yl)phenyl)-3-oxopiperidine-1-carboxylate C(C)(C)(C)OC(CC[C@@](C)(C#N)C1=C(C=CC=C1)C1C(CN(CC1)C(=O)[O-])=O)=O